cetyl palmitate (Cetylpalmitat) C(CCCCCCCCCCCCCCC)C(C(=O)O)CCCCCCCCCCCCCC.C(CCCCCCCCCCCCCCC)(=O)OCCCCCCCCCCCCCCCC